N-(2-aminoethyl)-3-aminopropyl-tris(2-ethylhexoxy)silane NCCNCCC[Si](OCC(CCCC)CC)(OCC(CCCC)CC)OCC(CCCC)CC